17-Amino-15-bromo-12-(3,3-difluorocyclobutyl)-6-hydroxy-6-(trifluoromethyl)-19-oxa-3,4,12,18-tetrazatricyclo[12.3.1.12,5]nonadeca-1(17),2,4,14(18),15-pentaen-13-one NC=1C=C(C=2C(N(CCCCCC(C3=NN=C(C1N2)O3)(C(F)(F)F)O)C3CC(C3)(F)F)=O)Br